ClC1=C(C=C(C(=C1)C1(COC1)OC1=CC=C(C=C1)C)C)N=CN(C)CC N'-(2-chloro-5-methyl-4-(3-(p-tolyloxy)oxetan-3-yl)phenyl)-N-ethyl-N-methylformimidamide